acryl-L-lysine C(=O)(C=C)N[C@@H](CCCCN)C(=O)O